C1NCC=2C=NC=C(C21)C#N 2,3-dihydro-1H-pyrrolo[3,4-c]pyridine-7-carbonitrile